BrC=1C(=C(OC2CCC(CC2)OCCN2CCN(CC2)C=2C=CC=C3C(=NN(C23)C)C2C(NC(CC2)=O)=O)C=CC1)C 3-(7-(4-(2-(((1r,4r)-4-(3-bromo-2-methylphenoxy)cyclohexyl)oxy)ethyl)piperazin-1-yl)-1-methyl-1H-indazol-3-yl)piperidine-2,6-dione